CN1C(C(N(CC1)CCNC(OC(C)(C)C)=O)=O)=O tert-butyl (2-(4-methyl-2,3-dioxopiperazin-1-yl)ethyl)carbamate